N-(1-methyl-1H-indazol-3-yl)-6-(7-methyl-[1,2,4]triazolo[4,3-b]pyridazin-6-yl)-5,6,7,8-tetrahydro-1,6-naphthyridin-3-amine CN1N=C(C2=CC=CC=C12)NC=1C=NC=2CCN(CC2C1)C=1C(=CC=2N(N1)C=NN2)C